ClC1=C(C=CC(=C1)Cl)C1=NOC=C1 3-(2,4-dichlorophenyl)isoxazole